(S)-1-(oxetan-2-ylmethyl)-2-((4-(6-(isoquinolin-8-ylmethoxy)pyridin-2-yl) Piperidin-1-yl)methyl)-1H-benzo[d]imidazole-6-carboxylate O1[C@@H](CC1)CN1C(=NC2=C1C=C(C=C2)C(=O)[O-])CN2CCC(CC2)C2=NC(=CC=C2)OCC=2C=CC=C1C=CN=CC21